N-(2-acetylpyridyl)pyridinium C(C)(=O)C1=NC=CC=C1[N+]1=CC=CC=C1